FC(C=1C=CC=2N(N1)C(=CN2)C2=CC(=NC=N2)N2C1(CCN(C1)S(=O)(=O)C)CCCC2)F 6-(6-(6-(Difluoromethyl)imidazo[1,2-b]pyridazin-3-yl)pyrimidin-4-yl)-2-(methylsulfonyl)-2,6-diazaspiro[4.5]decane